N-[5-(1H-benzimidazol-2-yl)-1-[(4-methoxyphenyl)methyl]pyrazol-3-yl]-5-(4-methylpiperazin-1-yl)pyridine-2-carboxamide N1C(=NC2=C1C=CC=C2)C2=CC(=NN2CC2=CC=C(C=C2)OC)NC(=O)C2=NC=C(C=C2)N2CCN(CC2)C